C1(=CC=CC=C1)P(OCC)(OC1=CC=C(C=C1)[N+](=O)[O-])=S O-ethyl O-(4-nitrophenyl) phenylphosphonothioate